BrC1=CC2=C(N=C(N=C2)NC2=NC=CC=C2)N(C1=O)C1CCCCC1 6-bromo-8-cyclohexyl-2-(pyridin-2-yl-amino)-8H-pyrido[2,3-d]pyrimidin-7-one